N-(2-fluoro-3-pyridyl)-6-(5-methylfuro[2,3-d]pyrimidin-4-yl)-7,8-dihydro-5H-1,6-naphthyridin-3-amine FC1=NC=CC=C1NC=1C=NC=2CCN(CC2C1)C=1C2=C(N=CN1)OC=C2C